3-[2,4-bis(trifluoromethyl)phenyl]-7-fluoro-1-(prop-2-ynyl)-2,3,4,5-tetrahydro-1H-1-benzazepin-2-one FC(C1=C(C=CC(=C1)C(F)(F)F)C1C(N(C2=C(CC1)C=C(C=C2)F)CC#C)=O)(F)F